2,2'-[(1,1'-binaphthyl-2,2'-diyl)]diacetic acid C1(=C(C=CC2=CC=CC=C12)CC(=O)O)C1=C(C=CC2=CC=CC=C12)CC(=O)O